CC1(OCC(O1)C=C)C 2,2-dimethyl-4-vinyl-1,3-dioxolane